C(C)N1N=C(C=C1)C1=NC2=CC=CC=C2C(=C1)[C@@H](C)NC(C1=C(C=CC(=C1)N1[C@H]2CN([C@@H](C1)C2)C)C)=O N-((R)-1-(2-(1-ethyl-1H-pyrazol-3-yl)quinolin-4-yl)ethyl)-2-methyl-5-((1R,4R)-5-methyl-2,5-diazabicyclo[2.2.1]heptan-2-yl)benzamide